ClC1=CC(=CN=N1)C1=C2N(C=C(N1)C1=CC(=CC=C1)O)C(C(=N2)CC=2OC=CC2)=O 8-(6-chloropyridazin-4-yl)-2-(furan-2-ylmethyl)-6-(3-hydroxyphenyl)imidazo[1,2-a]pyrazin-3(7H)-one